C(C)(C)(C)OC(C[C@@H]([C@@H](CCC)O)C(=O)N1C(OC[C@@H]1CC1=CC=CC=C1)=O)=O.C1(=CC=CC2=CC=C3C=C4C=CC=CC4=CC3=C12)NC N-tetraphenylaminomethane (3S,4R)-tert-Butyl-3-((S)-4-benzyl-2-oxooxazolidine-3-carbonyl)-4-hydroxyheptanoate